tert-butyl N-[6,7-dichloro-1-oxo-2-(2-trimethylsilylethoxymethyl)-3,4-dihydropyrazino[1,2-a]indol-9-yl]carbamate ClC1=C(C=C(C=2C=C3N(C12)CCN(C3=O)COCC[Si](C)(C)C)NC(OC(C)(C)C)=O)Cl